FC(C(F)(F)F)(C(F)(F)F)C1=CC(=C(N)C=C1)C 4-(heptafluoro-2-propyl)-2-methylaniline